4-hydroxy-5,6-dihydropyrido[4',3':4,5]thieno[2,3-d]pyrimidine-7(8H)-carboxylic acid tert-butyl ester C(C)(C)(C)OC(=O)N1CC2=C(C3=C(N=CN=C3O)S2)CC1